(Z)-3-((tert-butylamino)methylene)-6-chloro-2-(4-hydroxyphenyl)chroman-4-one C(C)(C)(C)N\C=C/1\C(OC2=CC=C(C=C2C1=O)Cl)C1=CC=C(C=C1)O